C1CN(C[C@@H]1C(C2=CC=CC=C2)(C3=CC=CC=C3)C(=O)N)CCC4=CC5=C(C=C4)OCC5 The molecule is 2-[(3S)-1-Ethylpyrrolidin-3-yl]-2,2-diphenylacetamide in which one of the hydrogens at the 2-position of the ethyl group is substituted by a 2,3-dihydro-1-benzofuran-5-yl group. It is a selective antagonist for the M3 muscarinic acetylcholine receptor, which is primarily responsible for bladder muscle contractions, and is used as the hydrobromide salt in the management of urinary incontinence. It has a role as a muscarinic antagonist and an antispasmodic drug. It is a member of 1-benzofurans, a member of pyrrolidines and a monocarboxylic acid amide.